4-Chloro-7-(4-{5-[4-({4-[4-(2,4-dioxo-1,3-diazinan-1-yl)-1H-indol-1-yl]piperidin-1-yl}methyl)piperidin-1-yl]pyrazin-2-yl}piperidin-1-yl)-1H-indole-3-carbonitrile ClC1=C2C(=CNC2=C(C=C1)N1CCC(CC1)C1=NC=C(N=C1)N1CCC(CC1)CN1CCC(CC1)N1C=CC2=C(C=CC=C12)N1C(NC(CC1)=O)=O)C#N